1-ethyl-[1]benzopyrano[3,4-d]imidazol-4(1H)-one C(C)N1C=NC2=C1C1=C(OC2=O)C=CC=C1